(4-(5-(4-chlorophenyl)-1-(2,4-dichlorophenyl)-4-methyl-1H-pyrazole-3-carboxamido)benzoyl)glycine ClC1=CC=C(C=C1)C1=C(C(=NN1C1=C(C=C(C=C1)Cl)Cl)C(=O)NC1=CC=C(C(=O)NCC(=O)O)C=C1)C